C1(=CC=CC=C1)C1=CC(NN=C1C(=C)C)=O 5-phenyl-6-(prop-1-en-2-yl)pyridazin-3(2H)-one